BrC1=CC=C(C=C1)N(C1=CC(=C(C(=C1)OC)OC)OC)C1=CC(=C(C(=C1)OC)OC)OC N-(4-bromophenyl)-3,4,5-trimethoxy-N-(3,4,5-trimethoxyphenyl)aniline